(S)-2-((((9H-fluoren-9-yl)methoxy)carbonyl)(methyl)amino)-3-(4-(tert-butoxy)phenyl)propanoic acid C1=CC=CC=2C3=CC=CC=C3C(C12)COC(=O)N([C@H](C(=O)O)CC1=CC=C(C=C1)OC(C)(C)C)C